FC(C(CC(=O)OCC)O)(F)F ethyl 4,4,4-trifluoro-3-hydroxybutanoate